BrC=1C=C2C3(CN(C2=CC1)C(=O)C=1C=C(C=CC1)S(=O)(=O)NC(C)(C)C)CCC(CC3)C 3-(5'-bromo-4-methylspiro[cyclohexane-1,3'-indoline]-1'-carbonyl)-N-(tert-butyl)benzenesulfonamide